FCC(=O)[O-].FCC(=O)O.[Na+] sodium fluoroacetate fluoroacetate